tert-butyl (R)-2-((4-methyl-3-(((R*)-1-(3-(1-methyl-1H-pyrazol-4-yl)naphthalen-1-yl)ethyl)carbamoyl)phenyl)carbamoyl)piperidine-1-carboxylate CC1=C(C=C(C=C1)NC(=O)[C@@H]1N(CCCC1)C(=O)OC(C)(C)C)C(N[C@H](C)C1=CC(=CC2=CC=CC=C12)C=1C=NN(C1)C)=O |o1:25|